CN(S(=O)(=O)N1CCC(CC1)NC1=NC=C(C(=N1)C1=CN=C(S1)C)C(F)(F)F)C N,N-Dimethyl-4-((4-(2-methylthiazol-5-yl)-5-(trifluoromethyl)pyrimidin-2-yl)amino)piperidine-1-sulfonamide